NCC(CN1N=CN(C1=O)C1=NC=C(C=C1C)C=1C=NN(C1)C(C)C)=C(F)F 2-[2-(aminomethyl)-3,3-difluoro-allyl]-4-[5-(1-isopropylpyrazol-4-yl)-3-methyl-2-pyridyl]-1,2,4-triazol-3-one